(2-fluoro-5-methylpyridin-4-yl)boronic acid FC1=NC=C(C(=C1)B(O)O)C